2-hexenoic acid-2-hexenyl ester C(C=CCCC)OC(C=CCCC)=O